1,2-Propylenglycol C(C(C)O)O